3-(Boc)-1-methyl-3-azabicyclo[3.1.0]hexane-6-carboxylic acid C(=O)(OC(C)(C)C)N1CC2(C(C2C1)C(=O)O)C